NC1=C2N=CN(C2=NC=N1)[C@@]1(OC([C@H]([C@H]1O)O)=C)CO (2r,3r,4s)-2-(6-amino-9H-purin-9-yl)-2-(hydroxymethyl)-5-methylenetetrahydrofuran-3,4-diol